C1(CC1)N(C1=C(C(=NC=N1)NCC1SCCC1)F)CC1=CC=C(C=C1)C(F)(F)F N6-cyclopropyl-5-fluoro-N4-(tetrahydrothiophen-2-ylmethyl)-N6-[[4-(trifluoromethyl)phenyl]methyl]pyrimidine-4,6-diamine